O=C1C=2N(CCN1)C=C(C2)C(=O)OCC ethyl 1-oxo-1,2,3,4-tetrahydropyrrolo[1,2-a]pyrazine-7-carboxylate